C(=C)[Si](OCC)(OCC)OCC vinyl-triethoxySilane